ClC1=CC=C2C(=C(NC2=C1Cl)CCCC(=O)OCC)C=1C=NN(C1)C1OCCCC1 ethyl 4-(6,7-dichloro-3-(1-(tetrahydro-2H-pyran-2-yl)-1H-pyrazol-4-yl)-1H-indol-2-yl)butanoate